2-{chloro[(1Z)-2-(3-methoxy-2,6-dimethylphenyl)diazanylidene]methyl}-1,3-thiazole Cl\C(\C=1SC=CN1)=N/NC1=C(C(=CC=C1C)OC)C